O[C@@H]1[C@H](CCCC1)C(=O)N (1S,2S)-2-hydroxycyclohexanecarboxamide